3-((N,N-dipropylamino)diethylsilyl)styrene C(CC)N(CCC)[Si](C=1C=C(C=C)C=CC1)(CC)CC